7-(8-methoxy-2-methyl-imidazo[1,2-b]pyridazin-6-yl)-2-[(3s,4r)-3,4-difluoro-4-piperidinyl]thiazolo[3,2-a]pyrimidin-5-one COC=1C=2N(N=C(C1)C=1N=C3N(C(C1)=O)C=C(S3)[C@@]3([C@H](CNCC3)F)F)C=C(N2)C